C(#N)CC1CCC(CC1)N1C(=NC=2C1=C1C(=NC2)NC=C1)CNC(=NO)C1CC1 N-((1-((1r,4r)-4-(Cyanomethyl)cyclohexyl)-1,6-dihydroimidazo[4,5-d]pyrrolo[2,3-b]pyridin-2-yl)methyl)-N'-hydroxycyclopropanecarboximidamide